bis-dioxinol borate B(O)(O)O.O1C(=COC=C1)O.O1C(=COC=C1)O